C1CN(CCN1CCS(=O)(=O)O)CCS(=O)(=O)O The molecule is a Good's buffer substance, pKa = 6.8 at 20 ℃. It is a conjugate acid of a 2,2'-piperazine-1,4-diylbisethanesulfonate.